6-amino-N-(2-{9-amino-2,3-dimethyl-1,4-dioxa-7-azaspiro[4.4]nonan-7-yl}-5,6,7,8-tetrahydroquinolin-6-yl)-2-methylthieno[2,3-d][1,3]thiazole-5-carboxamide NC1=C(SC=2N=C(SC21)C)C(=O)NC2CC=1C=CC(=NC1CC2)N2CC1(OC(C(O1)C)C)C(C2)N